benzyl-(R)-2-hydroxy-3-phenylpropionic acid ethyl ester C(C)OC(C(CC1=CC=CC=C1)(O)CC1=CC=CC=C1)=O